ClC=1C(=C(C(=C(C1)C(C(=O)O)C)OCC)C=1C=NC(=CC1)C)C 2-(5-chloro-2-ethoxy-4-methyl-3-(6-methylpyridin-3-yl)phenyl)propionic acid